FC1=CC=C(C=C1)C1C(C1)CNC1=NC=CC(=N1)C(=O)NC=1C=NC=NC1 2-(((2-(4-fluorophenyl)cyclopropyl)methyl)amino)-N-(pyrimidin-5-yl)pyrimidine-4-carboxamide